[(3R)-2-oxoazetidin-3-yl]Benzyl carbamate C(N)(OC(C1=CC=CC=C1)[C@@H]1C(NC1)=O)=O